N-(3-fluoro-4-((6-(1-methyl-1H-imidazol-4-yl)-1H-indazol-3-yl)oxy)phenyl)-1-phenyl-5-(trifluoromethyl)-1H-pyrazole-4-carboxamide FC=1C=C(C=CC1OC1=NNC2=CC(=CC=C12)C=1N=CN(C1)C)NC(=O)C=1C=NN(C1C(F)(F)F)C1=CC=CC=C1